(6S,E)-Methyl-7-(1-(2-((1R,2R,4S)-bicyclo[2.2.1]heptan-2-ylamino)-2-oxoethyl)-2-oxo-1,2-dihydropyridin-3-ylamino)-6-(1-methyl-1H-1,2,3-triazol-5-carboxamido)-7-oxohept-2-enoat COC(\C=C\CC[C@@H](C(=O)NC=1C(N(C=CC1)CC(=O)N[C@H]1[C@@H]2CC[C@H](C1)C2)=O)NC(=O)C2=CN=NN2C)=O